C(C)OC(=O)C=1C(=NC(=NC1)SC)N[C@H]1[C@H](CCC1)CO 4-(cis-2-(hydroxymethyl)cyclopentylamino)-2-(methylthio)pyrimidine-5-carboxylic acid ethyl ester